N(=[N+]=[N-])[C@H](C(=O)OC(C)(C)C)CCOCC1=CC=CC=C1 tert-butyl (S)-2-azido-4-(benzyloxy)butanoate